CC1(CCC2=C(O1)C1=CC=CC=C1C(C2=O)=O)C 3,4-Dihydro-2,2-dimethyl-2H-naphtho[1,2-b]pyran-5,6-dione